2-(5-(nonan-5-yloxy)-5-oxopentyl)malonic acid CCCCC(CCCC)OC(CCCCC(C(=O)O)C(=O)O)=O